C(=S)(SC(C(=O)[O-])C)SC(C(=O)[O-])C 2,2'-(thiocarbonylbisthio)dipropanoat